FC(C1=CC=C(C=C1)C1CCC(CC1)N1CC2(CS(C2)(=O)=O)CC1)(F)F 6-((1r,4r)-4-(4-(Trifluoromethyl)phenyl)cyclohexyl)-2-thia-6-azaspiro[3.4]octane 2,2-dioxide